C(C)C=1C=C(OC2=C(C(=NN2C)C)C(=O)N[C@@H](C)C2=CC=C(C(=O)OC)C=C2)C=CC1 methyl (S)-4-(1-(5-(3-ethylphenoxy)-1,3-dimethyl-1H-pyrazole-4-carboxamido)ethyl)benzoate